1-chloroethyl propionate C(CC)(=O)OC(C)Cl